3-cyclopentyl-8-methyl-7-(3-(trifluoromethyl)-7,8-dihydro-1,6-naphthyridin-6(5H)-yl)-4H-pyrimido[1,2-b]pyridazin-4-one C1(CCCC1)C1=CN=C2N(N=C(C(=C2)C)N2CC=3C=C(C=NC3CC2)C(F)(F)F)C1=O